2-chloro-N-(3-(5-chloro-1H-indol-3-yl)propyl)thiazole-5-sulfonamide tert-butyl-N-[(1S,2R)-1-[[tert-butyl(diphenyl)silyl]oxymethyl]-2-cyclobutyl-4-hydroxy-butyl]carbamate C(C)(C)(C)OC(N[C@@H]([C@H](CCO)C1CCC1)CO[Si](C1=CC=CC=C1)(C1=CC=CC=C1)C(C)(C)C)=O.ClC=1SC(=CN1)S(=O)(=O)NCCCC1=CNC2=CC=C(C=C12)Cl